5-((2-isopropyl-1,4-diazepan-1-yl)sulfonyl)-1-methoxyisoquinoline C(C)(C)C1N(CCCNC1)S(=O)(=O)C1=C2C=CN=C(C2=CC=C1)OC